5-(((2-((tert-butoxycarbonyl)(methyl)amino)ethyl)(methyl)amino)methyl-2-oxoindolin-4-yl)piperidine-1-carboxylate C(C)(C)(C)OC(=O)N(CCN(C)CN1C(CC2=C(C=CC=C12)C1CCCN(C1)C(=O)[O-])=O)C